tert-butyl (5-(2-(2-(4-hydroxycyclohexyl)-5-methylpiperidin-1-yl)-2-oxoacetamido)-3-methylpyridin-2-yl)carbamate OC1CCC(CC1)C1N(CC(CC1)C)C(C(=O)NC=1C=C(C(=NC1)NC(OC(C)(C)C)=O)C)=O